NC1=CC=C(C=N1)/C=C/C(=O)NCCC=1OC2=C(C1)C=C(C=C2C(F)(F)F)C2=CC=C(C=C2)C(=O)N2CCC(CC2)(F)F (E)-3-(6-amino-pyridin-3-yl)-N-(2-(5-(4-(4,4-difluoro-piperidine-1-carbonyl)phenyl)-7-(trifluoro-methyl)benzofuran-2-yl)ethyl)acrylamide